4-benzoyl-5'-O-(tert-butyldimethylsilyl)-2'-deoxycytidine C(C1=CC=CC=C1)(=O)C1(NC(N([C@H]2C[C@H](O)[C@@H](CO[Si](C)(C)C(C)(C)C)O2)C=C1)=O)N